C(=O)(O)C=1C=C2C=C(NC2=CC1C(=O)O)C(=O)O 5,6-dicarboxylindolecarboxylic acid